[N+](=O)([O-])C=1NC(=C2CN(C=3C=CC=CC3C21)S(=O)(=O)C2=CC=C(C)C=C2)C2=C(C=CC=C2)Cl 1-nitro-3-o-chlorophenyl-5-p-toluenesulfonyl-4,5-dihydro-2H-pyrrolo[3,4-c]quinoline